6-(1-(azetidin-3-yl)-1H-pyrazol-4-yl)-4-methoxypyrazolo[1,5-a]pyridine-3-carbonitrile N1CC(C1)N1N=CC(=C1)C=1C=C(C=2N(C1)N=CC2C#N)OC